3-methyl-N-(7-oxo-5-phenyl-1H-[1,2,4]triazolo[1,5-a]pyrimidin-2-yl)benzamide CC=1C=C(C(=O)NC=2NN3C(=NC(=CC3=O)C3=CC=CC=C3)N2)C=CC1